OC=1C=C(C=2C=COC2C1)C1=CC=CC=C1 6-hydroxy-4-phenylbenzo[4,5]furan